(3S)-pyrrolidin-3-ylmethanol N1C[C@H](CC1)CO